5-(4-chloro-5-fluoro-2-nitrophenoxy)benzo[c][1,2,5]oxadiazole ClC1=CC(=C(OC2=CC=3C(=NON3)C=C2)C=C1F)[N+](=O)[O-]